1-(4-(1-(2-(2-(2-(((3R,4S,6R)-4-(dimethylamino)-3-hydroxy-6-methyltetrahydro-2H-pyran-2-yl)oxy)ethoxy)ethoxy)ethyl)-1H-1,2,3-triazol-4-yl)benzoyl)azetidin-2-one CN([C@@H]1[C@H](C(O[C@@H](C1)C)OCCOCCOCCN1N=NC(=C1)C1=CC=C(C(=O)N2C(CC2)=O)C=C1)O)C